C(C)(C)(C)C1=C(C=CC(=C1)C(C)(C)C)OC(C1=C(C(=C(C(=C1)C(C)(C)C)O)C(C)(C)C)CCl)=O 3,5-di-tert-butyl-2-(chloromethyl)-4-hydroxybenzoic acid 2,4-di-tert-butylphenyl ester